[Fe].[Dy].[Tb] terbium-dysprosium iron